tert-butyl 2-chloro-5-oxo-7,8-dihydropyrido[4,3-d]pyrimidine-6(5H)-carboxylate ClC=1N=CC2=C(N1)CCN(C2=O)C(=O)OC(C)(C)C